3-(2-(2-methoxyethoxy)ethoxy)propionyl chloride COCCOCCOCCC(=O)Cl